2-((6-aminonaphthalen-2-yl)oxy)-6-(2-(diethoxyphosphoryl)ethyl)tetrahydro-2H-pyran-3,4,5-triyl triacetate C(C)(=O)OC1C(OC(C(C1OC(C)=O)OC(C)=O)CCP(=O)(OCC)OCC)OC1=CC2=CC=C(C=C2C=C1)N